O\N=C\1/CCCC=2C(=NN(C12)C)C(=O)N(C)C (E)-7-(hydroxyimino)-N,N,1-trimethyl-4,5,6,7-tetrahydro-1H-indazole-3-carboxamide